6-(4-pyridyloxy)-1H-indazole-3-carboxylic acid N1=CC=C(C=C1)OC1=CC=C2C(=NNC2=C1)C(=O)O